COC1(CC(C1)=O)C 3-methoxy-3-methylcyclobutane-1-one